ethylene glycol dimargarate C(CCCCCCCCCCCCCCCC)(=O)OCCOC(CCCCCCCCCCCCCCCC)=O